methyl 2-bromo-4-(4-[[2-(4-chlorophenyl)-4,4-dimethylcyclohex-1-en-1-yl]methyl]piperazin-1-yl)benzoate BrC1=C(C(=O)OC)C=CC(=C1)N1CCN(CC1)CC1=C(CC(CC1)(C)C)C1=CC=C(C=C1)Cl